O1C(=NC=C1)C=1C=C(OC2CC3C(CN(C3)C(=O)N3N=C(C=C3)C(=O)O)C2)C=CC1 1-(trans-5-(3-(oxazol-2-yl)phenoxy)octahydrocyclopenta[c]pyrrole-2-carbonyl)-1H-pyrazole-3-carboxylic acid